N(=[N+]=[N-])[C@@H]1CC(N(CC1)C(=O)OC(C)(C)C)(C(=O)OCC1=CC=CC=C1)CC=CC 2-benzyl 1-(tert-butyl) (4S)-4-azido-2-(but-2-en-1-yl)piperidine-1,2-dicarboxylate